C(#N)C1[C@@H]2CC[C@H](CC1=C=O)N2C(=O)OC(C)(C)C tert-butyl (1S,5R)-2-cyano-3-carbonyl-8-azabicyclo[3.2.1]octane-8-carboxylate